4-[(R)-(1-phenyl-ethyl)amino]-6-({4-[N-(2-methoxy-ethyl)-N-ethyl-amino]-1-oxo-2-buten-1-yl}amino)-7-cyclopropylmethoxy-quinazoline C1(=CC=CC=C1)[C@@H](C)NC1=NC=NC2=CC(=C(C=C12)NC(C=CCN(CC)CCOC)=O)OCC1CC1